Cyclopropylmethyl-3-oxa-1,8-diazaspiro[4.5]decan-2-one hydrochloride Cl.C1(CC1)CN1C(OCC12CCNCC2)=O